3-fluoro-1-methyl-1H-pyrazolo[3,4-b]pyridin-5-ol FC1=NN(C2=NC=C(C=C21)O)C